ClC1=C(C=CC=C1)N1C(N=C(C2=CC(=C(C=C12)C(F)(F)F)C#N)NC)=O 1-(2-chlorophenyl)-4-(methylamino)-2-oxo-7-(trifluoromethyl)-1,2-dihydro-quinazoline-6-carbonitrile